CC(C)(CO)C(O)(O)O neopentanetetraol